FC(C=1C=C(C=C(C1)C(F)(F)F)[C@@H]1[C@@H](N(C(O1)=O)C(CCC1=CC=CC2=CC=CC=C12)=O)C)(F)F (4S,5R)-5-[3,5-bis(trifluoromethyl)phenyl]-4-methyl-3-(3-naphthalen-1-ylpropanoyl)-1,3-oxazolidin-2-one